ClC1=NC=C(C(=N1)NC1=C(C=CC=C1)CS(=O)(=O)N)Cl (2-((2-chloro-5-chloropyrimidin-4-yl)amino)phenyl)methylsulfonamide